FC(C1=CC=C(C=C1)NC1=C(C(=O)NN)C=CC=N1)(F)F ((4-(trifluoromethyl)phenyl)amino)nicotinohydrazide